Cl.Cl.CN(C/C=C/C(=O)NC1=C2CNCC2=CC=C1)C (E)-4-(Dimethylamino)-N-(isoindolin-4-yl)but-2-enamide dihydrochloride